1-((1s,3s)-3-(benzyloxy)cyclobutyl)-2-(trifluoromethyl)pyrrolidine C(C1=CC=CC=C1)OC1CC(C1)N1C(CCC1)C(F)(F)F